Br.ClC=1C=C(C=CC1F)\N=C(/N)\SCC1=C(C=C(C=C1)Br)C(NCC1=CC=C(C=C1)C#N)=O 4-Bromo-2-((4-cyanobenzyl)carbamoyl)benzyl (E)-N'-(3-chloro-4-fluorophenyl)carbamimidothioate hydrobromide